CN(\C=C(/C(=O)C1CCN(CC1)C(=O)OC(C)(C)C)\C1=CC(=NO1)C)C (Z)-tert-Butyl 4-(3-(dimethylamino)-2-(3-methylisoxazol-5-yl)acryloyl)piperidine-1-carboxylate